yttrium tris(tetramethylheptanedione) CC(C(C(C(C)(C)C)=O)=O)CCC.CC(C(C(C(C)(C)C)=O)=O)CCC.CC(C(C(C(C)(C)C)=O)=O)CCC.[Y]